CC=1C=C2C(C=C(OC2=C(C1)C(C)NC1=C(C(=O)O)C=CC=C1)C=1C=CC=2N(C1)N=CC2)=O 2-[1-(6-Methyl-4-oxo-2-pyrazolo[1,5-a]pyridin-6-yl-chromen-8-yl)ethylamino]benzoic acid